5-Bromo-1-(3,4-difluoro-5-(methoxymethoxy)phenyl)-1H-pyrazolo[4,3-b]pyridine BrC1=CC=C2C(=N1)C=NN2C2=CC(=C(C(=C2)OCOC)F)F